tert-butyl (4-(2-(((2-chloro-[1,1'-biphenyl]-4-yl)methyl)amino)ethoxy)butyl)carbamate ClC1=C(C=CC(=C1)CNCCOCCCCNC(OC(C)(C)C)=O)C1=CC=CC=C1